(S)-2-((4-(3-(5-Chloropyridin-2-yl)-2,3-dihydrobenzo[b][1,4]dioxin-5-yl)piperidine-1-yl)methyl)-3-((1-(fluoromethyl)cyclopropyl)methyl)-3H-imidazo[4,5-b]pyridine-5-carboxylic acid ClC=1C=CC(=NC1)[C@@H]1OC2=C(OC1)C=CC=C2C2CCN(CC2)CC2=NC=1C(=NC(=CC1)C(=O)O)N2CC2(CC2)CF